CCCCS(=O)(=O)O 1-methyl-3-propylsulfonic acid